1,1-dimethoxy-N,N,N',N'-tetramethylsilanediamine CO[Si](N(C)C)(N(C)C)OC